SCC(C(=O)OC(CCC)OC(C(CS)C)=O)C butanediol bis(3-mercapto isobutyrate)